BrC=1SC=CC1CCC(=O)O 3-(2-bromothiophen-3-yl)propionic acid